ClC1=CC=C(C=C1)NC(=N)N1CCN(CC1)C1=C(N=C2C(=N1)N(N=C2C2=C(C(=CC=C2)Cl)Cl)C2OCCCC2)CO N-(4-chlorophenyl)-4-(3-(2,3-dichlorophenyl)-5-hydroxymethyl-1-(tetrahydro-2H-pyran-2-yl)-1H-pyrazolo[3,4-b]pyrazin-6-yl)piperazine-1-carboximidamide